CS(=O)(=O)O.CC(=O)C acetone, Methanesulfonate salt